OC1=C(C=C(C(=C1)B1OC(C(O1)(C)C)(C)C)C)CC(=O)OC Methyl 2-[2-hydroxy-5-methyl-4-(4,4,5,5-tetramethyl-1,3,2-dioxaborolan-2-yl)phenyl]acetate